C1=CC(=C(C(=C1)Br)O)Br The molecule is a dibromophenol that is phenol in which both of the hydrogens that are ortho to the phenolic hydroxy group have been replaced by bromines. It has a role as a marine metabolite. It is a bromohydrocarbon and a dibromophenol. It derives from a 1,3-dibromobenzene.